dibenzo[b,d]Thiophen-2-yl-triphenylsilane C1=C(C=CC=2SC3=C(C21)C=CC=C3)[Si](C3=CC=CC=C3)(C3=CC=CC=C3)C3=CC=CC=C3